(R)-N-(3-bromo-2-methylphenyl)-3-(3-hydroxypyrrolidin-1-yl)propionamide BrC=1C(=C(C=CC1)NC(CCN1C[C@@H](CC1)O)=O)C